Cl.C(CCC)C1N(CCCNC1)S(=O)(=O)C1=C2C=CN=C(C2=CC=C1)OC 5-((2-n-butyl-1,4-diazepan-1-yl)sulfonyl)-1-methoxyisoquinoline hydrochloride